5-(benzyloxy)-8-ethyl-2-(3-methyl-1-benzothien-2-yl)quinoline-4-carbonyl chloride C(C1=CC=CC=C1)OC1=C2C(=CC(=NC2=C(C=C1)CC)C=1SC2=C(C1C)C=CC=C2)C(=O)Cl